CC=1C=C(C(=NC1C)C=1C=2N(C(=CC1)C[C@@H](C(=O)OC)NC(C1=CC=CC=C1)(C1=CC=CC=C1)C1=CC=CC=C1)C=CN2)C(F)(F)F methyl (S)-3-(8-(5,6-dimethyl-3-(trifluoromethyl)pyridin-2-yl)imidazo[1,2-a]pyridin-5-yl)-2-(tritylamino)propanoate